ethyl 2-(4-bromo-2-(2-(2-(((6-bromopyridin-2-yl)oxy)methyl)-5-cyanophenoxy)ethoxy)-5-fluorophenyl)acetate BrC1=CC(=C(C=C1F)CC(=O)OCC)OCCOC1=C(C=CC(=C1)C#N)COC1=NC(=CC=C1)Br